(3R,4R)-4-((7-([1,2,4]triazolo[4,3-a]pyrazin-5-yl)pyrrolo[2,1-f][1,2,4]triazin-2-yl)amino)-1-(methylsulfonyl)piperidin-3-ol N=1N=CN2C1C=NC=C2C2=CC=C1C=NC(=NN12)N[C@H]1[C@@H](CN(CC1)S(=O)(=O)C)O